4,8-Dioxa-5-methyl-undecan-1,11-diamin CC(OCCCN)CCOCCCN